C(C)S[Li] (ethylsulfanyl)lithium